CC(CC(=O)NC=1C=C2CCN(C2=CC1)CC=1C=NC(=CC1)OC1=CC=C(C=C1)C)(C)C 3,3-Dimethyl-N-[1-(6-p-tolyloxy-pyridin-3-ylmethyl)-2,3-dihydro-1H-indol-5-yl]-butyramide